The molecule is the hydrobromide salt of darifenacin. A selective antagonist for the M3 muscarinic acetylcholine receptor, which is primarily responsible for bladder muscle contractions, it is used in the management of urinary incontinence. It has a role as a muscarinic antagonist. It contains a darifenacin. C1CN(C[C@@H]1C(C2=CC=CC=C2)(C3=CC=CC=C3)C(=O)N)CCC4=CC5=C(C=C4)OCC5.Br